C(CCC\C=C/CC)OC(CCCCC(=O)OCCCCCCBr)OCCCC\C=C/CC 6-bromohexyl 6,6-bis(((Z)-oct-5-en-1-yl)oxy)hexanoate